1-[(2R,6R)-6-[[bis(4-methoxyphenyl)-phenyl-methoxy]methyl]-6-(triisopropylsilyloxy-methyl)-1,4-dioxan-2-yl]pyrimidine-2,4-dione COC1=CC=C(C=C1)C(OC[C@]1(COC[C@@H](O1)N1C(NC(C=C1)=O)=O)CO[Si](C(C)C)(C(C)C)C(C)C)(C1=CC=CC=C1)C1=CC=C(C=C1)OC